1-((R)-3,3-difluoro-4-((6-fluoro-5-(1-((S)-1-fluoropropan-2-yl)-1H-benzo[d][1,2,3]triazol-6-yl)-4-methoxypyrrolo[2,1-f][1,2,4]triazin-2-yl)amino)piperidin-1-yl)-2-hydroxyethan-1-one FC1(CN(CC[C@H]1NC1=NN2C(C(=N1)OC)=C(C(=C2)F)C=2C=CC1=C(N(N=N1)[C@H](CF)C)C2)C(CO)=O)F